spiro[3.3]heptan-2-ylmethyl (1-(4-(2,6-dioxopiperidin-3-yl)-3,5-difluorophenyl)-3-methylazetidin-3-yl)carbamate O=C1NC(CCC1C1=C(C=C(C=C1F)N1CC(C1)(C)NC(OCC1CC2(C1)CCC2)=O)F)=O